FNC(N(F)F)=O trifluorourea